NC=1C2=C(N=C(N1)Cl)N(C=C2C=2SC=CN2)[C@H]2[C@@H]([C@@H]([C@H](C2)C=2CCNCC2)O)O (1R,2S,3R,5R)-3-(4-Amino-2-chloro-5-(thiazol-2-yl)-7H-pyrrolo[2,3-d]pyrimidin-7-yl)-5-(1,2,3,6-tetrahydropyridin-4-yl)cyclopentane-1,2-diol